benzyl 4-(benzyloxy)-2,3,6-trimethyl-5-(2-oxoethyl)benzoate C(C1=CC=CC=C1)OC1=C(C(=C(C(=O)OCC2=CC=CC=C2)C(=C1CC=O)C)C)C